3-(trichlorosilyl)propanenitrile Cl[Si](CCC#N)(Cl)Cl